CC(C)(C)OC(=O)CC[C@@H](C(=O)O)NC(=O)OCC1=CC=CC=C1 Z-L-glutamic acid 5-tert-butyl ester